F[P-](F)(F)(F)(F)F.N1(N=NC2=C1C=CC=C2)O[P+](N2CCCC2)(N2CCCC2)N2CCCC2 benzotriazol-1-yloxytris(pyrrolidinyl)phosphonium hexafluorophosphate